C1(=CC=CC=C1)N1C(=NC(=C1)C(=O)N1CC(NC2(CC2)C1)=O)C1=CC=CC=C1 7-(1,2-diphenyl-1H-imidazole-4-carbonyl)-4,7-diazaspiro[2.5]octan-5-one